C1(=CC=CC=C1)C1=CC=CC=2C1=C1C(=C(C(C1=C1C2C=CC=C1)C1=CC=CC=C1)C1=CC=CC=C1)C1=CC=CC=C1 tetraphenyldibenzoindene